C(\C=C\CCCCCC)OC(CCCCC(=O)OCCCCCCBr)OC\C=C\CCCCCC 6-bromohexyl 6,6-bis(((E)-non-2-en-1-yl)oxy)hexanoate